C1(CC1)[C@H]1C2=C(N(C([C@H]1NC(C1=CC(=CC=C1)C(F)(F)F)=O)=O)CC)N(N=C2CO)C2CCOCC2 N-((4S,5S)-4-cyclopropyl-7-ethyl-3-(hydroxymethyl)-6-oxo-1-(tetrahydro-2H-pyran-4-yl)-4,5,6,7-tetrahydro-1H-pyrazolo[3,4-b]pyridin-5-yl)-3-(trifluoromethyl)benzamide